ClC1=C(C=NN1C)C=O 5-CHLORO-1-METHYL-1H-PYRAZOLE-4-CARBALDEHYDE